(1R)-1-[3-(5-Chloro-2-methoxyphenyl)-1,2,4-oxadiazol-5-yl]-6-azaspiro[2.5]octan-6-sulfonamid ClC=1C=CC(=C(C1)C1=NOC(=N1)[C@@H]1CC12CCN(CC2)S(=O)(=O)N)OC